COC1=CC=C(C=C1)C(=O)N1CC(CCC1)C=O (1-(4-methoxyphenylcarbonyl)piperidin-3-yl)methanone